3-hydroxy-5,6-epoxy-beta-ionone CC(=O)/C=C/C12C(CC(CC1(O2)C)O)(C)C